C(C)OCCOCCOC1=CC=C(C=C1)C[C@@H](C(=O)OC(C)(C)C)OS(=O)(=O)C tert-butyl (2S)-3-{4-[2-(2-ethoxyethoxy)ethoxy]phenyl}-2-[(methylsulfonyl)oxy]propanoate